C(C)(C)(C)NC(=O)C=1C=C(C=CC1F)C1=NN(C(=C1CC1=CC(=C(C=C1)S(N)(=O)=O)F)CC1CC1)C=1SC=C(N1)C(=O)O 2-(3-(3-tert-butylcarbamoyl-4-fluorophenyl)-5-(cyclopropylmethyl)-4-(3-fluoro-4-sulfamoylbenzyl)-1H-pyrazol-1-yl)thiazole-4-carboxylic acid